Tert-butyl-di(isopropyl)phosphine tert-butyl-5-chloro-1-(3-hydroxycyclobutyl)-2-oxo-1,2-dihydrospiro[indole-3,4'-piperidine]-1'-carboxylate C(C)(C)(C)OC(=O)N1CCC2(CC1)C(N(C1=CC=C(C=C12)Cl)C1CC(C1)O)=O.C(C)(C)(C)P(C(C)C)C(C)C